FC(C=1C(=C(C=CC1)[C@@H](C)NC1=CC=NC2=CC=C(C=C12)[C@]1(CN(CC1)C(=O)NCC(C)C)OC)F)F (R)-3-(4-(((R)-1-(3-(difluoromethyl)-2-fluorophenyl)ethyl)amino)quinolin-6-yl)-N-isobutyl-3-methoxypyrrolidine-1-carboxamide